C(C)[P+](CCOC)(CC)CC triethyl-(2-methoxyethyl)phosphonium